ClC1=CC=C(OC2=CC=C(C(=N2)C(F)(F)F)C(CN2N=CN=C2)(C)O)C=C1 2-[6-(4-chlorophenoxy)-2-(trifluoromethyl)-3-pyridyl]-1-(1,2,4-tri-azol-1-yl)propan-2-ol